[Br-].C(C1=CC=CC=C1)[N+]1=CC=CC2=CC(=CC=C12)C=NNC(=O)C1=NC(=CC=C1)C(=O)NN=CC=1C=C2C=CC=[N+](C2=CC1)CC1=CC=CC=C1.[Br-] N'2,N'6-Bis[(1-benzylquinolinium-6-yl)methylene]pyridine-2,6-dicarbohydrazide bromide